N1(CCOCC1)CC1=CC(=NC=C1)C=1C=C2CN(C(C2=CC1)=O)C1C(NC(CC1)=O)=O 3-(5-{4-[(Morpholin-4-yl)methyl]pyridin-2-yl}-1-oxo-2,3-dihydro-1H-isoindol-2-yl)piperidine-2,6-dione